COC1=CC=CC=2N(C3=CC=CC=C3C(C12)C1=CC=CC=C1)C1=CC=CC=C1 1-methoxy-9,10-diphenylacridine